2'-chloro-5'-methoxy-N-(5-(((1r,4r)-4-methoxycyclohexyl)oxy)-1,3,4-thiadiazol-2-yl)-6-methyl-(4,4'-bipyridine)-3-carboxamide ClC1=NC=C(C(=C1)C1=C(C=NC(=C1)C)C(=O)NC=1SC(=NN1)OC1CCC(CC1)OC)OC